[N-](S(=O)(=O)C(F)(F)F)S(=O)(=O)C(F)(F)F.[Cu+2].[N-](S(=O)(=O)C(F)(F)F)S(=O)(=O)C(F)(F)F Copper(II) bis(trifluoromethylsulfonyl)imide